Ethyl (S)-3-((tert-butoxycarbonyl)amino)-3-(2'-cyano-4-fluoro-5,6'-dimethyl-[1,1'-biphenyl]-3-yl)propanoate C(C)(C)(C)OC(=O)N[C@@H](CC(=O)OCC)C=1C=C(C=C(C1F)C)C1=C(C=CC=C1C)C#N